2-nitro-N-(3,5-Dimethoxybenzyl)benzenethioamide ethyl-2-(2-bromo-4-oxo-spiro[6H-furo[3,2-c]pyridine-7,1'-cyclopropane]-5-yl)acetate C(C)OC(CN1C(C2=C(OC(=C2)Br)C2(CC2)C1)=O)=O.[N+](=O)([O-])C1=C(C=CC=C1)C(NCC1=CC(=CC(=C1)OC)OC)=S